Fructose 2,6-bisphosphate C([C@@H]1[C@H]([C@@H]([C@](O1)(CO)OP(=O)(O)O)O)O)OP(=O)(O)O